C(C)(C)(C)OC(=O)N1[C@@H](C[C@H](C1)NC(C1=C(C=C(C=C1)C=1C=C2C=NN(C2=CC1)C)F)=O)CN1N=NC=C1 (2s,4r)-2-((1H-1,2,3-triazol-1-yl)methyl)-4-(2-fluoro-4-(1-methyl-1H-indazol-5-yl)benzoylamino)pyrrolidine-1-carboxylic acid tert-butyl ester